7-bromo-6-(hydroxymethyl)-3,4-dihydroisoquinoline-2(1H)-carboxylic acid tert-butyl ester C(C)(C)(C)OC(=O)N1CC2=CC(=C(C=C2CC1)CO)Br